N-(2-cyano-7-phenylisoindolin-5-yl)-5-oxopyrrolidine-3-carboxamide C(#N)N1CC2=C(C=C(C=C2C1)NC(=O)C1CNC(C1)=O)C1=CC=CC=C1